(2R)-2-methyl-3-oxo-pyrrolidine-1-carboxylic acid tert-butyl ester C(C)(C)(C)OC(=O)N1[C@@H](C(CC1)=O)C